S(N)(OC[C@@H]1[C@H](C[C@@H](C1)NC1=NC=NC=C1C(=O)C=1SC=C(C1)[C@@]1(OCCC1)C1CC1)O)(=O)=O [(1R,2S,4R)-4-{[5-({4-[(2S)-2-cyclopropyltetrahydrofuran-2-yl]-2-thienyl}carbonyl)pyrimidin-4-yl]amino}-2-hydroxycyclopentyl]methyl sulfamate